ClC=1C=C(C=C(C1)Cl)C=1C=C(C(=NC1)C1=NC=2N(C=C1)N=C(C2)C(F)(F)F)SCC 5-(5-(3,5-dichlorophenyl)-3-(ethylthio)pyridin-2-yl)-2-(trifluoromethyl)pyrazolo[1,5-a]pyrimidine